2,2,4,4,6,6-hexamethylcyclotrisiloxane C[Si]1(O[Si](O[Si](O1)(C)C)(C)C)C